pyrazolo[4,3-d]Pyridine N1N=CC=2C=CN=CC21